(S)-3-amino-1-N-Cbz-piperidine N[C@@H]1CN(CCC1)C(=O)OCC1=CC=CC=C1